2-(3-pentylcyclobutyl)acetic acid C(CCCC)C1CC(C1)CC(=O)O